[Na+].C(CCCCCCC)C(C(C(=O)[O-])S(=O)(=O)[O-])(C(=O)[O-])CCCCCCCC.[Na+].[Na+] Dioctyl-sulfosuccinic acid sodium salt